[Eu].COCC(C)OC 1,2-dimethoxypropane europium